CNC1CCC2(OCCO2)CC1 N-methyl-1,4-dioxaspiro[4.5]decan-8-amine